tert-Butyl 2-(3-acetyl-5-(2-(undec-10-enylamino)pyrimidin-5-yl)-1H-indazol-1-yl)acetate C(C)(=O)C1=NN(C2=CC=C(C=C12)C=1C=NC(=NC1)NCCCCCCCCCC=C)CC(=O)OC(C)(C)C